C(C)(C)(C)OC(N[C@@](CO)(CCCC)C)=O (R)-(1-hydroxy-2-methylhexan-2-yl)carbamic acid tert-butyl ester